OCCC1N(CCCC1)C(=O)OC(C)CC butan-2-yl 2-(2-hydroxyethyl)piperidine-1-carboxylate